N-(1-methyl-1-phenylethyl)-4-(1,7-diaza-7-spiro[4.4]nonyl)-5-(3,5-difluorophenyl)nicotinamide CC(C)(C1=CC=CC=C1)NC(C1=CN=CC(=C1N1CC2(CCCN2)CC1)C1=CC(=CC(=C1)F)F)=O